C1=C(C=C(C(=C1O)[O-])O)C(=O)O The molecule is a trihydroxybenzoate that is the conjugate base of gallic acid. It has a role as a human xenobiotic metabolite and a plant metabolite. It is a conjugate base of a gallic acid.